NC=1C=C(OC2=C(C=C(C=C2C)NC(CCN2C=NC=C2)=O)C)C=C(C1)C=1C(=NOC1C)C N-(4-(3-amino-5-(3,5-dimethylisoxazol-4-yl)phenoxy)-3,5-dimethylphenyl)-3-(1H-imidazol-1-yl)propanamide